FC1=C(CC2=NC3=C(N2C[C@H]2OCC2)C=C(C=C3)C(=O)O)C=C(C(=C1)C1=NC(=CC=C1)OCC=1SC(=CN1)C=1C=NC=NC1)F (S)-2-(2,5-difluoro-4-(6-((5-(pyrimidin-5-yl)thiazol-2-yl)methoxy)pyridin-2-yl)benzyl)-1-(oxetan-2-ylmethyl)-1H-benzo[d]imidazole-6-carboxylic acid